N1(CCCCC1)CCCC(=O)[O-] piperidinebutyrate